1-methoxy-2,5-dichlorobenzene COC1=C(C=CC(=C1)Cl)Cl